CC=1C=C(CC2=CC=C(C=C2)NC(OC(C)(C)C)=O)C=CC1C(NC)=O tert-butyl (4-(3-methyl-4-(methylcarbamoyl)benzyl)phenyl)carbamate